N(=O)[O-].[Sr+2].N(=O)[O-] Strontium nitrit